C(C)(C)(C)OC(=O)N1[C@H](CN(CC1)C(=O)C1=CC=C(C=C1)C1=CC=C(C=C1)CC1=CC=C(C=C1)N1N=C(C=C1C)C(N)=O)CO (R)-4-(4'-(4-(3-carbamoyl-5-methyl-1H-pyrazol-1-yl)benzyl)-[1,1'-biphenyl]-4-carbonyl)-2-(hydroxymethyl)piperazine-1-carboxylic acid tert-butyl ester